(8aR)-10-Acryloyl-3-(2-amino-7-fluorobenzo[d]thiazol-4-yl)-2-fluoro-8,8a,9,10,11,12-hexahydro-7H,14H-pyrazino[1',2':5,6][1,5]diazocino[3,2,1-hi]indol-14-one C(C=C)(=O)N1C[C@@H]2N(C(C=3C=C(C(=C4C=CN(C34)CC2)C2=CC=C(C3=C2N=C(S3)N)F)F)=O)CC1